C1(=CC=CC=C1)P(=S)(C1=CC=CC=C1)N(P(S(CC)CC)(O)=S)P(=S)(C1=CC=CC=C1)C1=CC=CC=C1 diethyldithiophosphoric acid, N,N-bis(diphenylthiophosphoryl)amide